C(C)(C)C1=C(C=CC=C1)N1/C(/SC(=CC1=O)C1=CC(=CC=C1)C)=N/C(C1=CC=CC=C1)=O (Z)-N-(3-(2-isopropylphenyl)-4-keto-6-(3-methylphenyl)-3,4-dihydro-2H-1,3-thiazin-2-ylidene)benzamide